FC1=C(C=CC=C1F)C(C(C)=O)(C)O 3-(2,3-difluorophenyl)-3-hydroxybutan-2-one